4-(3-chloro-6-methoxy-5-nitropyridin-2-yl)morpholine ClC=1C(=NC(=C(C1)[N+](=O)[O-])OC)N1CCOCC1